C(CCCCCCCCCCCCCCC(C)C)(=O)OCC(O)CO monoglycerol monoisostearate